ClC1=C(C=CC=C1)CC(=O)NC=1C=C(C2=CN(N=C2C1)C(C(C)C)=O)S(N)(=O)=O 2-(2-chlorophenyl)-N-(2-isobutyryl-4-sulfamoyl-2H-indazol-6-yl)acetamide